4-methoxy-1H-indole-1-carboxylic acid COC1=C2C=CN(C2=CC=C1)C(=O)O